4-amino-N-((5-cyclopropyl-2-pyridinyl)methyl)-7-fluoro-N-methyl-1,3-dihydrofuro[3,4-c]quinoline-8-carboxamide NC1=NC=2C=C(C(=CC2C2=C1COC2)C(=O)N(C)CC2=NC=C(C=C2)C2CC2)F